COC=1C=C(C=CC1OC)C=CC1=C(C(NC(N1)=O)=O)[N+](=O)[O-] 6-[2-(3,4-dimethoxyphenyl)ethenyl]-5-nitro-2,4(1H,3H)-pyrimidinedione